Trans-3-((6-(3-((((R)-1-(2-chlorophenyl)ethoxy)carbonyl)amino)thiophen-2-yl)-2-methylpyridin-3-yl)carbamoyl)-2,2-difluorocyclopropane-1-carboxylic acid ClC1=C(C=CC=C1)[C@@H](C)OC(=O)NC1=C(SC=C1)C1=CC=C(C(=N1)C)NC(=O)[C@@H]1C([C@H]1C(=O)O)(F)F